format lithium [Li+].C(=O)[O-]